8-bromo-7-methyl-3-(3,3,3-trifluoro-2-(hydroxymethyl)propyl)-3,7-dihydro-1H-purine BrC1N=C2N(CNC=C2N1C)CC(C(F)(F)F)CO